1-(4-((1-acetyl-1,2,3,6-tetrahydropyridin-4-yl)oxy)phenyl)pyrrolidin C(C)(=O)N1CCC(=CC1)OC1=CC=C(C=C1)N1CCCC1